COC1=CC=C(OCC2=NC=CC=C2C)C=C1 2-((4-Methoxyphenoxy)methyl)-3-methylpyridine